1-amino-2-methylbutane NCC(CC)C